6-(3-[[(1R,2R,3S,5S)-2-fluoro-8-azabicyclo[3.2.1]oct-3-yl](methyl)amino]-1,2,4-triazin-6-yl)-5-hydroxy-N,N-dimethyl-1-benzofuran-2-carboxamide F[C@@H]1[C@H]2CC[C@@H](C[C@@H]1N(C=1N=NC(=CN1)C1=CC3=C(C=C(O3)C(=O)N(C)C)C=C1O)C)N2